O1CC[N]C(CC1)=O 1,4λ2-oxazepan-5-one